1-{6-[4-({(1R)-1-[3-(difluoromethyl)-2-fluorophenyl]ethyl}amino)-2-methylpyrido[2,3-d]pyrimidin-6-yl]-2,6-diazaspiro[3.3]hept-2-yl}ethan-1-one FC(C=1C(=C(C=CC1)[C@@H](C)NC=1C2=C(N=C(N1)C)N=CC(=C2)N2CC1(CN(C1)C(C)=O)C2)F)F